N-(4-([1,4'-bipiperidin]-1'-ylmethyl)phenyl)-4-bromo-3-methylbenzamide N1(CCCCC1)C1CCN(CC1)CC1=CC=C(C=C1)NC(C1=CC(=C(C=C1)Br)C)=O